4-tert-butyl-cyclohexyl acrylate C(C=C)(=O)OC1CCC(CC1)C(C)(C)C